C(C)(C)(C)OC(=O)N1[C@H](CCCC1)C(N[C@H](C(=O)N(C)[C@@H](C(C)C)\C=C(\C(=O)OCC)/C)C(C)(C)C)=O (R)-2-(((S)-1-(((S,E)-6-ethoxy-2,5-dimethyl-6-oxohex-4-en-3-yl)(methyl)amino)-3,3-dimethyl-1-oxobutan-2-yl)carbamoyl)piperidine-1-carboxylic acid tert-butyl ester